CCCCCCCCCC/C=C\CCCCCCCCCC(=O)O[C@H](COC(=O)CCC/C=C\C/C=C\C/C=C\C/C=C\CCCCC)COP(=O)(O)OC[C@@H](C(=O)O)N 1-(5Z,8Z,11Z,14Z-eicosatetraenoyl)-2-(11Z-docosenoyl)-glycero-3-phosphoserine